C(CCC)C1=C(O)C=CC(=C1)O BUTYL-HYDROQUINONE